9-(4-phenoxyphenyl)-3,4-dihydropyrido[2,1-c][1,2,4]thiadiazine 2,2-dioxide O(C1=CC=CC=C1)C1=CC=C(C=C1)C1=CC=CN2C1=NS(CC2)(=O)=O